methylbenzo[d]thiazol CC=1SC2=C(N1)C=CC=C2